1-(2-(7-((3-methyloxetan-3-yl)methoxy)imidazo[1,2-a]pyridin-3-yl)quinolin-8-yl)piperidin-4-amine CC1(COC1)COC1=CC=2N(C=C1)C(=CN2)C2=NC1=C(C=CC=C1C=C2)N2CCC(CC2)N